FC=1C=C(CNCC#N)C=C(C1C=1C=C2C(=CN1)NN=C2C=2C=NN(C2)C)C 2-(3-Fluoro-5-methyl-4-(3-(1-methyl-1H-pyrazol-4-yl)-1H-pyrazolo[3,4-c]pyridin-5-yl)benzylamino)acetonitrile